1-(2-((2-((3-chloro-2-fluorobenzyl)amino)-2-oxoethyl)(cyclopropyl)amino)-2-oxoethyl)-5-(3,3-difluoropiperidine-1-carboxamido)-1H-pyrazolo[3,4-b]pyridine-3-carboxamide ClC=1C(=C(CNC(CN(C(CN2N=C(C=3C2=NC=C(C3)NC(=O)N3CC(CCC3)(F)F)C(=O)N)=O)C3CC3)=O)C=CC1)F